ClC1=C(C=C(C(=C1)F)C=1C(=NC=CC1)F)C1=NOC(C1)(C(=O)OCC)C ethyl 3-[2-chloro-4-fluoro-5-(2-fluoro-3-pyridyl)phenyl]-5-methyl-4H-isoxazole-5-carboxylate